4-((5-chloro-4-(1-isopropyl-1H-pyrazolyl)pyrimidin-2-yl)amino)-3-methoxy-N-(1-phenylethyl)benzamide ClC=1C(=NC(=NC1)NC1=C(C=C(C(=O)NC(C)C2=CC=CC=C2)C=C1)OC)C1=NN(C=C1)C(C)C